1,4-bis(4'-pyrazolyl)benzene C1=CN(N=C1)C2=CC=C(C=C2)N3C=CC=N3